(R)-benzyl 1-((tert-butoxycarbonyl) amino)-6-azaspiro[2.5]octane-6-carboxylate C(C)(C)(C)OC(=O)N[C@@H]1CC12CCN(CC2)C(=O)OCC2=CC=CC=C2